boc-(R)-1,2,3,4-tetrahydroisoquinoline-3-acetic acid C(=O)(OC(C)(C)C)[C@@H]1NC(CC2=CC=CC=C12)CC(=O)O